butyl 4-(3-aminopropyl)piperazine-1-carboxylate NCCCN1CCN(CC1)C(=O)OCCCC